C(CCCCCCC\C=C/CCCCCCCC)(=O)OC[C@@H]([C@@H](C(=O)OCC1=C(C(=CC=C1)[C@H](C)C=1N=CNC1)C)CC)CC=1N(C=NC1)C (2R,3S)-3-ethyl-4-({3-[(1S)-1-(1H-imidazol-4-yl)ethyl]-2-methylphenyl}methoxy)-2-[(3-methylimidazol-4-yl)methyl]-4-oxobutyl (9Z)-octadec-9-enoate